C1(CC1)N1C=NC(=C1)C(=O)N1C[C@H]2C([C@H]2C1)(C)C1=NOC(C1)(C)C (1-Cyclopropyl-1H-imidazol-4-yl)[(1R,5S,6r)-6-(5,5-dimethyl-4,5-dihydro-1,2-oxazol-3-yl)-6-methyl-3-azabicyclo[3.1.0]hex-3-yl]methanon